4-(3,6-dihydro-2H-Pyran-4-yl)-3-fluoroaniline O1CCC(=CC1)C1=C(C=C(N)C=C1)F